(4-fluorophenyl)-2,5,6,7-tetrahydro-3H-pyrrolo[2,1-c][1,2,4]triazol-3-one FC1=CC=C(C=C1)N1N=C2N(C1=O)CCC2